FC1=CC=C(C=C1)[C@@H]1NC[C@H](N(C1)C(C(C)C)=O)C 1-[(2R,5S)-5-(4-fluorophenyl)-2-methyl-piperazin-1-yl]-2-methyl-propan-1-one